CC1(OCC(O1)CNC=1N=CC2=C(N1)NC(C=C2)=O)C (((2,2-dimethyl-1,3-dioxolan-4-yl)methyl)amino)pyrido[2,3-d]pyrimidin-7(8H)-one